1-[2-(4-chloro-2-fluorophenyl)-4-methyl-3-(pyridin-4-yl)-6,7-dihydropyrazolo[1,5-a]pyrazin-5(4H)-yl]prop-2-en-1-one ClC1=CC(=C(C=C1)C1=NN2C(C(N(CC2)C(C=C)=O)C)=C1C1=CC=NC=C1)F